1-(((1-propoxy(propan-2-yl)oxy)-propan-2-yl)oxy)-propan-2-amine C(CC)OCC(C)OCC(C)OCC(C)N